[Br-].CC1=CCN(C=C1)CCN1CCOCC1 4-methyl-1-(2-morpholin-4-yl-ethyl)-pyridine bromide